tert-butyl 1-((6-cyano-3-methylpyrazin-2-yl)methyl)cyclopropane-1-carboxylate C(#N)C1=CN=C(C(=N1)CC1(CC1)C(=O)OC(C)(C)C)C